benzyl 4-((4-((4-((4-(benzyloxy)-2-methoxy-6-methylbenzoyl)oxy)-2,3,5,6-tetramethylbenzoyl)oxy)-2-hydroxy-3,6-dimethylbenzoyl)oxy)-2,3,5,6-tetramethylbenzoate C(C1=CC=CC=C1)OC1=CC(=C(C(=O)OC2=C(C(=C(C(=O)OC3=C(C(=C(C(=O)OC4=C(C(=C(C(=O)OCC5=CC=CC=C5)C(=C4C)C)C)C)C(=C3)C)O)C)C(=C2C)C)C)C)C(=C1)C)OC